(1R,4R)-4-((5-(1-(2,2-difluoroethyl)-4-fluoro-2-methyl-1H-benzo[d]imidazol-6-yl)-6-fluoro-4-methoxypyrrolo[2,1-f][1,2,4]triazin-2-yl)amino)-1-methylcyclohexan-1-ol FC(CN1C(=NC2=C1C=C(C=C2F)C=2C(=CN1N=C(N=C(C12)OC)NC1CCC(CC1)(O)C)F)C)F